C(CCCCCC(=O)[O-])(=O)[O-] pimelic acid anion